5-bromo-2-(morpholinocarbonyloxy)-N-[2,5-bis(trifluoromethyl)phenyl]benzamide BrC=1C=CC(=C(C(=O)NC2=C(C=CC(=C2)C(F)(F)F)C(F)(F)F)C1)OC(=O)N1CCOCC1